C1(=CC=CC=C1)COP(O)(O)=O phenyl-methylphosphoric acid